1H-oxazole O1C=NC=C1